C(C=C)(=O)NCO[Si](OC)(CC(C)C)CCC acrylamido-propylisobutyldimethoxysilane